C1(CC1)OC=1C(=C(C=C2C(=NC(=NC12)OC[C@H]1N(CCC1)C)C(C#N)C1NCCNC1)OC)C1=C2C=NNC2=CC=C1C 8-Cyclopropoxy-6-methoxy-7-(5-methyl-1H-indazol-4-yl)-2-((((S)-1-methylpyrrolidin-2-yl))methoxy)quinazolin-4-yl-piperazin-2-yl-acetonitrile